NC1=CC=C(C=2CCCC12)C#N 7-amino-2,3-dihydro-1H-indene-4-carbonitrile